7-((2R,3R,4R,5S)-3,4-bis((tert-Butyldimethylsilyl)oxy)-5-((((3-methyl-5-phenylisothiazol-4-yl)methyl)thio)methyl)tetrahydrofuran-2-yl)-5-iodo-7H-pyrrolo[2,3-d]pyrimidin-4-amine [Si](C)(C)(C(C)(C)C)O[C@H]1[C@@H](O[C@@H]([C@H]1O[Si](C)(C)C(C)(C)C)CSCC=1C(=NSC1C1=CC=CC=C1)C)N1C=C(C2=C1N=CN=C2N)I